C(C)(C)(C)OC(=O)N1C[C@@H](CCC1)S (R)-3-mercaptopiperidine-1-carboxylic acid tert-butyl ester